BrC=1C=C(C=CC1)N1C=NC2=C1C=CC(=C2)C2=CC=CC=C2 1-(3-bromophenyl)-5-phenyl-1H-benzo[d]imidazole